COC1=CC=C(C(=O)N2CC(CC2)(C=2CCNC(C2)=O)COC2=CC=C(C=C2)C2=CC=C(C=C2)C#N)C=C1 4'-((1-(4-methoxybenzoyl)-3-(6-oxo-1,2,3,6-tetrahydropyridin-4-yl)pyrrolidin-3-yl)methoxy)-[1,1'-biphenyl]-4-carbonitrile